5-(oct-1-en-1-yl)-5H-thianthren-5-ium tetrafluoroborate F[B-](F)(F)F.C(=CCCCCCC)[S+]1C=2C=CC=CC2SC2=CC=CC=C12